2-(2-((5-(1-aminoisoquinolin-5-yl)-2-cyclopentyl-2H-indazol-3-yl)methoxy)phenyl)acetic acid NC1=NC=CC2=C(C=CC=C12)C1=CC2=C(N(N=C2C=C1)C1CCCC1)COC1=C(C=CC=C1)CC(=O)O